tri-azolo[4,5-b]indole-7-carboxamide N1=NN=C2N=C3C=CC(=CC3=C21)C(=O)N